CC(=CCC/C(=C/CC/C(=C/CC/C(=C\\CC/C(=C\\CC/C(=C\\CC/C(=C\\CC/C(=C\\CC/C(=C\\CC/C(=C\\CC/C(=C\\COP(=O)(O)OP(=O)(O)O[C@@H]1[C@@H]([C@H]([C@@H]([C@H](O1)CO)O[C@H]2[C@H]([C@H]([C@@H]([C@H](O2)CO)OP(=O)(O)OC[C@@H](COP(=O)(O)OC[C@@H](CO)O)O)O)NC(=O)C)O)NC(=O)C)/C)/C)/C)/C)/C)/C)/C)/C)/C)/C)C The molecule is a polyprenyl glycosyl diphosphate having eleven prenyl units and with 4-O-[di(2R)-1-glycerylphosphono]--N-acetyl-beta-D-mannosaminyl-(1->4)-N-acetyl-alpha-D-glucosamine as the glycosyl fragment. It is a conjugate acid of a 4-O-[di(2R)-1-glycerylphosphonato]-N-acetyl-beta-D-mannosaminyl-(1->4)-N-acetyl-alpha-D-glucosaminyl undecaprenyl diphosphate(4-).